2-(3,3-diphenyl-2-(2-(trifluoromethoxy)phenyl)allyl)-3-methylpyridine C1(=CC=CC=C1)C(=C(CC1=NC=CC=C1C)C1=C(C=CC=C1)OC(F)(F)F)C1=CC=CC=C1